1-ISOPROPYLPIPERIDINE-4-CARBALDEHYDE C(C)(C)N1CCC(CC1)C=O